C1(CC1)C(=O)N1CCC2=CC(=CC=C12)C=1N=C(SC1C)NC(CC=1C=C(OCCCCCNC(OC(C)(C)C)=O)C=CC1)=O tert-butyl 5-(3-(2-(4-(1-(cyclopropanecarbonyl)indolin-5-yl)-5-methylthiazol-2-ylamino)-2-oxoethyl)phenoxy)pentylcarbamate